The molecule is a glutathione conjugate obtained by formal 1,4-addition of the thiol function of glutathione to the enone function of prostaglandin J2 (where the newly formed stereocentre at position 9 has S-configuration). It is a glutathione conjugate, an organic sulfide and a prostanoid. It derives from a prostaglandin J2. It is a conjugate acid of a (S)-PGJ2-S-glutathione conjugate(2-). CCCCC[C@@H](/C=C/[C@@H]1[C@H]([C@H](CC1=O)SC[C@@H](C(=O)NCC(=O)O)NC(=O)CC[C@@H](C(=O)O)N)C/C=C\\CCCC(=O)O)O